ClC1=C(C=CC(=C1)C)C=1CCCC2=C(C1C1=CC=C(C=C1)C=C1CN(C1)CCCF)C=CC(=C2)C(=O)O 8-(2-chloro-4-methylphenyl)-9-(4-((1-(3-fluoropropyl)azetidin-3-ylidene)methyl)phenyl)-6,7-dihydro-5H-benzo[7]annulene-3-carboxylic acid